BrC=1C=C(C=CC1OC1=C(C=C(C=C1)F)F)O[Si](C)(C)C(C)(C)C ((3-bromo-4-(2,4-difluorophenoxy)phenyl)oxy)(t-butyl)dimethylsilane